tert-butyl (S)-2-((3-bromo-2-fluorophenyl)carbamoyl)azepane-1-carboxylate BrC=1C(=C(C=CC1)NC(=O)[C@H]1N(CCCCC1)C(=O)OC(C)(C)C)F